CN(C)CC1=CC=C(C=C1)C N,N-dimethyl-4-methylbenzylamine